2-chloro-N-[(1R)-1-(2,4-dichlorophenyl)ethyl]-5-(difluoromethoxy)pyrimidin-4-amine ClC1=NC=C(C(=N1)N[C@H](C)C1=C(C=C(C=C1)Cl)Cl)OC(F)F